butyl-aniline C(CCC)NC1=CC=CC=C1